[Al+3].[N-](S(=O)(=O)C(F)(F)F)S(=O)(=O)C(F)(F)F.[N-](S(=O)(=O)C(F)(F)F)S(=O)(=O)C(F)(F)F.[N-](S(=O)(=O)C(F)(F)F)S(=O)(=O)C(F)(F)F bis(trifluoromethanesulfonyl)imide aluminum salt